C(C)(C)(C)OC(=O)N1N=C(C=C1)C[C@@H](C(=O)O)NC(=O)OC(C)(C)C (S)-3-(1-(tert-butoxycarbonyl)-1H-pyrazol-3-yl)-2-((tert-butoxycarbonyl)amino)propanoic acid